CC1=CC=C(N=N1)OC1=CC2=C(N(C=N2)C2=CC=C(C(=N2)C=2C(=NN(C2)CC(F)(F)F)C)C(C)O)C=C1 1-[6-[5-(6-methylpyridazin-3-yl)oxybenzimidazol-1-yl]-2-[3-methyl-1-(2,2,2-trifluoroethyl)pyrazol-4-yl]-3-pyridyl]ethanol